COC=1C=C2C(=CNC2=C(C1)C)CCNC1=NC=CC(=N1)NC=1C=C2C=C(NC2=CC1)C N2-[2-(5-methoxy-7-methyl-1H-indol-3-yl)ethyl]-N4-(2-methyl-1H-indol-5-yl)pyrimidine-2,4-diamine